2-(4-bromophenyl)-2-methyl-propan-1-ol BrC1=CC=C(C=C1)C(CO)(C)C